C(C(C)C)OC1=CC(=NC2=CC=CC=C12)C(=O)O 4-isobutoxyquinoline-2-carboxylic acid